ClC1=CC(=NC2=NC=C(C=C12)C1=CC2=CN(N=C2C(=C1)F)C)N1CCNCC1 4-chloro-6-(7-fluoro-2-methyl-2H-indazol-5-yl)-2-(piperazin-1-yl)-1,8-naphthyridine